2-(4,4-difluoro-3-methylpiperidin-1-yl)-6,8-difluoroquinoline-3-carboxamide FC1(C(CN(CC1)C1=NC2=C(C=C(C=C2C=C1C(=O)N)F)F)C)F